C(C)OC(=O)C1=C(NC(=C1CCCC)C=O)C 4-butyl-2-methyl-5-formyl-1H-pyrrole-3-carboxylic acid ethyl ester